ethyl (2R,3S)-3-(((R)-tert-butylsulfinyl)amino)-2-fluoro-3-(3-fluorophenyl)propanoate C(C)(C)(C)[S@@](=O)N[C@H]([C@H](C(=O)OCC)F)C1=CC(=CC=C1)F